2-(dicyclohexylphosphino)-3,6-dimethoxy-2,4',6'-triisopropyl-1,1'-biphenyl C1(CCCCC1)P(C1(C(=C(C=CC1OC)OC)C1=CC=C(C=C1C(C)C)C(C)C)C(C)C)C1CCCCC1